CC=1C=C(C=C(C1N1CCN(CC1)C)C)C=1C=C2C(=NC1)NC=C2C#CC(C)(C)OC 5-(3,5-dimethyl-4-(4-methylpiperazin-1-yl)phenyl)-3-(3-methoxy-3-methylbutan-1-yn-1-yl)-1H-pyrrolo[2,3-b]pyridine